Cl.COC=1C=C(C=CC1)[C@@H](C)N[C@H](CC)C1=CC2=CC=CC=C2C(=C1)C1=CC=C(C=C1)C(F)(F)F (R)-N-((R)-1-(3-methoxyphenyl)ethyl)-1-(4-(4-(trifluoromethyl)phenyl)naphthalen-2-yl)propan-1-amine hydrochloride